(S)-(5-(2,4-difluorophenyl)-1,3,4-oxadiazol-2-yl)(4-(4-fluorobenzo[d]thiazol-2-yl)-6,7-dihydro-1H-imidazo[4,5-c]pyridin-5(4H)-yl)methanone FC1=C(C=CC(=C1)F)C1=NN=C(O1)C(=O)N1[C@@H](C2=C(CC1)NC=N2)C=2SC1=C(N2)C(=CC=C1)F